CC(C)(C)OC(=O)N1C2(CC2)CN(CC1)C1=NN2C(=NC(=CC2=O)C=2C=C(C=3N(C2)C=C(N3)C)F)S1 1,1-Dimethylethyl-7-[7-(8-fluoro-2-methylimidazo[1,2-a]pyridin-6-yl)-5-oxo-5H-1,3,4-thiadiazolo[3,2-a]pyrimidin-2-yl]-4,7-diazaspiro[2.5]octan-4-carboxylat